C(C(C)C)C(COC)(COC)CC(CC)C 2-isobutyl-2-(2-methylbutyl)-1,3-dimethoxypropane